C1(=CCCCC1)B1OC(C(O1)(C)C)(C)C 2-(cyclohexen-1-yl)-4,4,5,5-tetramethyl-1,3,2-dioxaborolane